NC1=NC=2C=CC=CC2C2=C1N=C(N2OCCOCCNC(CCCNCCCCCCCCCCCC)=O)CCCC N-[2-[2-[(4-amino-2-butyl-1H-imidazo[4,5-c]quinolin-1-yl)oxy]ethoxy]ethyl]-4-(dodecylamino)butanamide